C(C1=CC=CC=C1)OC1=CC=C(C=C1)C(C(=O)OC1C[C@H]2CC[C@@H](C1)N2C)C (1R,3r,5S)-8-Methyl-8-azabicyclo[3.2.1]octan-3-yl 2-(4-(benzyloxy)phenyl)propanoate